[Cl-].[Cl-].CC(C)C(CC)(C)C1(C=CC=C1)[Zr+2]C1(C=CC=C1)C(C(C)C)(CC)C bis((2,3-dimethylpentan-3-yl)cyclopentadienyl)zirconium dichloride